8-((6-chloropyridin-3-yl)methyl)-3-(3-(trifluoromethyl)phenyl)pyrido[2,3-d]pyrimidin-2,4(3H,8H)-dione ClC1=CC=C(C=N1)CN1C=CC=C2C1=NC(N(C2=O)C2=CC(=CC=C2)C(F)(F)F)=O